(R)-3-((3-((tert-butoxycarbonyl)amino)propionyl)oxy)pyrrolidine-1-carboxylic acid benzyl ester C(C1=CC=CC=C1)OC(=O)N1C[C@@H](CC1)OC(CCNC(=O)OC(C)(C)C)=O